3-(7-(8-oxa-3-azabicyclo[3.2.1]oct-3-yl)-3-(1-(tetrahydro-2H-pyran-2-yl)-1H-pyrazol-5-yl)pyrazolo[1,5-a]pyrimidin-5-yl)-8-oxa-3-azabicyclo[3.2.1]octane C12CN(CC(CC1)O2)C2=CC(=NC=1N2N=CC1C1=CC=NN1C1OCCCC1)N1CC2CCC(C1)O2